C(#N)C1=CC2=C(N(C=N2)C[C@@H]2CC[C@H](CC2)C(=O)O)C=C1F trans-4-[(5-cyano-6-fluoro-benzimidazol-1-yl)methyl]cyclohexanecarboxylic acid